2-(3-(ethoxymethyl)-1-(pyridin-3-ylmethyl)pyrrolidin-3-yl)ethylpyridine C(C)OCC1(CN(CC1)CC=1C=NC=CC1)CCC1=NC=CC=C1